tert-butyl 4-((3aR,6aS)-5-(4-((4-(2-(3-chloro-4-(2-chloroethoxy)-5-cyanophenyl)propan-2-yl)phenoxy)methyl)pyrimidin-2-yl)hexahydropyrrolo[3,4-c]pyrrol-2(1H)-yl)piperidine-1-carboxylate ClC=1C=C(C=C(C1OCCCl)C#N)C(C)(C)C1=CC=C(OCC2=NC(=NC=C2)N2C[C@H]3[C@@H](C2)CN(C3)C3CCN(CC3)C(=O)OC(C)(C)C)C=C1